ClC1=CC(=C(C=C1)C1=CC(=NN1C1=C(C=C(C=C1)Cl)Cl)OCC(=O)OCC)F Ethyl {[5-(4-chloro-2-fluorophenyl)-1-(2,4-dichlorophenyl)-1H-pyrazol-3-yl]oxy}acetate